C(C1=CC=CC=C1)OC(CC(=O)NC(COCCC(=O)OC(C)(C)C)COCCC(=O)OC(C)(C)C)=O di-tert-butyl 3,3'-((2-(3-(benzyloxy)-3-oxopropanamido)propane-1,3-diyl)bis(oxy))dipropionate